2,5-dimethyl-N-dodecylpyrrole CC=1N(C(=CC1)C)CCCCCCCCCCCC